[K].[Na] natrium-potassium